CNCC=1C=NN(C1)C N-methyl-1-(1-methyl-1H-pyrazol-4-yl)methylamine